FC(C=1C=C(C=C(C1)C(F)(F)F)C1=NN(C=N1)\C=C/C(=O)N1N(CCC1)C1=NC=CN=C1)(F)F (Z)-3-(3-(3,5-bis(trifluoromethyl)phenyl)-1H-1,2,4-triazol-1-yl)-1-(2-(pyrazin-2-yl)pyrazolidin-1-yl)prop-2-en-1-one